tert-butyl (R,E)-3-((5-(bicyclo[1.1.1]pentan-1-yl)-3-butyl-7-cyano-2-methyl-1,1-dioxido-2,3,4,5-tetrahydrobenzo[f][1,2,5]thiadiazepin-8-yl)oxy)acrylate C12(CC(C1)C2)N2C[C@H](N(S(C1=C2C=C(C(=C1)O/C=C/C(=O)OC(C)(C)C)C#N)(=O)=O)C)CCCC